O.CC1=CC=C(C=C1)S(=O)(=O)O.N=1NC=C2C=CC=C(C12)C(=O)N 2H-indazole-7-carboxamide 4-methylbenzenesulfonate hydrate